Cl.NCCS(=O)(=O)NC1=CC=C(C=C1)SC 2-amino-N-(4-(methylthio)phenyl)ethane-1-sulfonylamine hydrochloride